4,4'-dihydroxydiphenyldimethylmethane CC(C)(C1=CC=C(C=C1)O)C2=CC=C(C=C2)O